[phenyl-(dimethylfluorenyl)triazinyl](phenyldibenzofuranyl)benzene tert-butyl-(6-bromohexyl)(methyl)carbamate C(C)(C)(C)OC(N(C)CCCCCCBr)=O.C1(=CC=CC=C1)C1=C(C(=NN=N1)C1=C(C=CC=C1)C1=C(C=CC=2OC3=C(C21)C=CC=C3)C3=CC=CC=C3)C3=C(C(=CC=2C1=CC=CC=C1CC32)C)C